Methyl (S)-5-(2-((((9H-fluoren-9-yl)methoxy)carbonyl)amino)propanamido)-2-iodobenzoate C1=CC=CC=2C3=CC=CC=C3C(C12)COC(=O)N[C@H](C(=O)NC=1C=CC(=C(C(=O)OC)C1)I)C